O1C(=CC=C1)C1=CC=C(C=C1)CNC(=O)C1N(C(CN(C1)CC1=C(C=CC=C1)OCC1OCCC1)C)C(C(C)C)=O N-{[4-(furan-2-yl)phenyl]methyl}-6-methyl-1-(2-methylpropanoyl)-4-({2-[(oxolan-2-yl)methoxy]phenyl}methyl)piperazine-2-carboxamide